sulfonylcarbamate S(=O)(=O)=NC([O-])=O